(4-(1H-1,2,3-triazol-1-yl)phenyl)methanamine N1(N=NC=C1)C1=CC=C(C=C1)CN